8,8'-(((1S,2R)-2-(hydroxymethyl)-cyclobutyl)azanedi-yl)bis(N,N-didecyl-octanamide) OC[C@H]1[C@H](CC1)N(CCCCCCCC(=O)N(CCCCCCCCCC)CCCCCCCCCC)CCCCCCCC(=O)N(CCCCCCCCCC)CCCCCCCCCC